Cl.FC=1C=C(COC2CC(C2)N)C=CC1F (1r,3r)-3-((3,4-difluorobenzyl)oxy)cyclobutane-1-amine hydrochloride